S1N=C(N=C1)O 1,2,4-thiadiazol-3-ol